NC=1C=CC(=NC1)NC1=CC(=NC=2N1N=CC2C#N)NC2=CC(=C(C=C2)N2C[C@H](CC2)N)CS(=O)(=O)C (S)-7-((5-aminopyridin-2-yl)amino)-5-((4-(3-aminopyrrolidin-1-yl)-3-((methylsulfonyl)methyl)phenyl)amino)pyrazolo[1,5-a]pyrimidine-3-carbonitrile